BrC[C@@](C)(Br)[C@H]1CC=C(C(C1)=O)C (S)-5-((S)-1,2-dibromopropan-2-yl)-2-methylcyclohex-2-en-1-one